N,N-dimethyl-N-allyldodecylammonium bromide [Br-].C[NH+](CCCCCCCCCCCCCC=C)C